C(C)(=O)N1CCC(=CC1)C1=CC=2C(=C(N=NC2N[C@H](C)C2=CC(=CC=C2)C(F)(F)F)C)N(C1=O)C |r| 3-(1-acetyl-3,6-dihydro-2H-pyridin-4-yl)-1,8-dimethyl-5-[[rac-(1R)-1-[3-(trifluoromethyl)phenyl]ethyl]amino]pyrido[2,3-d]pyridazine-2-one